3-(((5-(ethyl-d5)-2-(trifluoromethyl)pyrazolo[1,5-a]pyrimidin-7-yl)amino)methyl)-3-(4-fluorophenyl)-N-((1r,4r)-4-hydroxycyclohexyl)azetidine-1-carboxamide C(C([2H])([2H])[2H])(C1=NC=2N(C(=C1)NCC1(CN(C1)C(=O)NC1CCC(CC1)O)C1=CC=C(C=C1)F)N=C(C2)C(F)(F)F)([2H])[2H]